BrC1=C(N=C2C(=C(C(=NC2=C1)Cl)[N+](=O)[O-])NC1C2CN(C1C2)C(=O)OC(C)(C)C)Cl tert-butyl (endo)-5-((7-bromo-2,6-dichloro-3-nitro-1,5-naphthyridin-4-yl)amino)-2-azabicyclo[2.1.1]hexane-2-carboxylate